C(C1=CC=CC=C1)NC(=O)C12N=CC3C(C1(N(CC2C3)CC3=CC=CC2=CC=CC=C32)CC)C N-benzyl-7a-ethyl-7-Methyl-1-(naphthalene-1-ylmethyl)-1,2,3,6,7,7a-hexahydro-3aH-3,6-methanopyrrolo[3,2-b]pyridine-3a-carboxamide